C1(=CC=CC=C1)NCC(CCCC)C1=C(C=CC=C1)S(=O)(=O)N (1-(phenylamino)hexan-2-yl)benzenesulfonamide